Fmoc-N6-trimethylsilyl-ethoxycarbonyl-L-lysine C(=O)(OCC1C2=CC=CC=C2C2=CC=CC=C12)N([C@@H](CCCCN[Si](C)(C)C)C(=O)O)C(=O)OCC